1-((2-(isoxazol-5-yl)phenyl)sulfonyl)piperidine-4-carboxamide O1N=CC=C1C1=C(C=CC=C1)S(=O)(=O)N1CCC(CC1)C(=O)N